C1=CC=CC=2C3=CC=CC=C3N(C12)C=1C(=C(C=C(C1)C)CC=O)OC 2-(3-(9H-carbazol-9-yl)-2-methoxy-5-methylphenyl)acetaldehyde